C(CC)OC(C(CC(=O)OCCC)CC1=C(C=CC=C1)OCC)=O 2-ethoxybenzylsuccinic acid dipropyl ester